N[C@@H]1[C@@H](OCC12CCN(CC2)C2=C(N=C1C(=N2)NN=C1C1=C(C(=CC=C1)Cl)F)CO)C {6-[(3S,4S)-4-amino-3-methyl-2-oxa-8-azaspiro[4.5]dec-8-yl]-3-(3-chloro-2-fluorophenyl)-1H-pyrazolo[3,4-b]pyrazin-5-yl}methanol